ALLYLCAPROAT C(C=C)OC(CCCCC)=O